C(\C=C(/C)\CCC=C(C)C)(=O)OCC1=CC=CC=C1 benzyl geranate